N-(4-formylphenyl)-N-methylbenzenesulfonamide C(=O)C1=CC=C(C=C1)N(S(=O)(=O)C1=CC=CC=C1)C